N1(CCC=CC1)C=1C2=C(N=C(N1)S(=O)(=O)C)C(=C(N=C2OC)C2=CC(=CC1=CC=C(C(=C21)C#C[Si](C(C)C)(C(C)C)C(C)C)F)OCOC)F 4-(3,6-dihydropyridin-1(2H)-yl)-8-fluoro-7-(7-fluoro-3-(methoxymethoxy)-8-[(triisopropylsilyl)ethynyl]naphthalen-1-yl)-5-methoxy-2-(methylsulfonyl)pyrido[4,3-d]pyrimidine